C(#N)C=1C(=NC2=C(C=CC=C2C1O)OC)N1CC2(CN(C2)C(=O)OC(C)(C)C)CC1 tert-butyl 6-(3-cyano-4-hydroxy-8-methoxyquinolin-2-yl)-2,6-diazaspiro-[3.4]octane-2-carboxylate